1-[(1-methylcyclopropyl)carbonyl]-L-prolinamide CC1(CC1)C(=O)N1[C@@H](CCC1)C(=O)N